C(C)OC=1C=CC=C2C=C(C(OC12)=O)C(=O)C1=CNC2=CC=CC=C12 8-ethoxy-3-(1H-indole-3-carbonyl)-2H-chromen-2-one